CC1=CC=CC(=N1)C1=C(N=CN1)C=1C=C2C=C(C=NC2=CC1)C=1SC(=CN1)C(=O)O[C@H]1CNCC1 [(3R)-pyrrolidin-3-yl] 2-[6-[5-(6-methyl-2-pyridyl)-1H-imidazol-4-yl]-3-quinolyl]thiazole-5-carboxylate